(2S)-1-((1-(6-bromo-1H-indazol-3-yl)ethyl)amino)propanol BrC1=CC=C2C(=NNC2=C1)C(C)NC(CC)O